t-butyl isooctanoate C(CCCCC(C)C)(=O)OC(C)(C)C